(S)-2-(4,4,5,5-tetramethyl-1,3,2-dioxaborolan-2-yl)-4,6,7,8,8a,9-hexahydrothieno[3,2-f]indolizine CC1(OB(OC1(C)C)C1=CC=2CN3CCC[C@H]3CC2S1)C